BrC=1C=CC(=NC1)C1CC(C1)(F)F 5-bromo-2-(3,3-difluoro-cyclobutyl)pyridine